2,2',2'',2'''-((2S,5S,8S,11S)-2,5,8,11-tetrabenzyl-1,4,7,10-tetraazacyclododecane-1,4,7,10-tetrayl)tetraacetic acid C(C1=CC=CC=C1)[C@@H]1N(C[C@@H](N(C[C@@H](N(C[C@@H](N(C1)CC(=O)O)CC1=CC=CC=C1)CC(=O)O)CC1=CC=CC=C1)CC(=O)O)CC1=CC=CC=C1)CC(=O)O